O1CCOC12CCN(CC2)C2=CC=C(C=C2)C2CCN(CC2)C2=CC(=C(C#N)C=C2)C(F)(F)F 4-(4-(4-(1,4-dioxa-8-azaspiro[4.5]decan-8-yl)phenyl)-piperidin-1-yl)-2-(trifluoromethyl)benzonitrile